OCC[N+](CCCCCCCCCCCCCC)(CCO)[O-] di(2-hydroxyethyl)tetradecylamine oxide